4-{7-fluoro-6-[2-fluoro-1-(fluoromethyl)ethoxy]-3-{[6-(3-methoxyphenyl)pyridin-3-yl]methyl}-2,4-dioxo-3,4-dihydroquinazolin-1(2H)-yl}piperidine-1-carbaldehyde FC1=C(C=C2C(N(C(N(C2=C1)C1CCN(CC1)C=O)=O)CC=1C=NC(=CC1)C1=CC(=CC=C1)OC)=O)OC(CF)CF